ethyl (R,Z)-4-((1S,3S,4S)-2-((3-chlorophenyl)-D-leucyl)-5,5-difluoro-2-azabicyclo[2.2.2]octane-3-carboxamido)-2-fluoro-5-((S)-2-oxopyrrolidin-3-yl)pent-2-enoate ClC=1C=C(C=CC1)N[C@H](CC(C)C)C(=O)N1[C@@H]2CC([C@H]([C@H]1C(=O)N[C@@H](\C=C(\C(=O)OCC)/F)C[C@H]1C(NCC1)=O)CC2)(F)F